1-(5-aminopentyl)-2-(3-carboxybenzamido)-1H-benzo[d]imidazole-7-carboxylic acid NCCCCCN1C(=NC2=C1C(=CC=C2)C(=O)O)NC(C2=CC(=CC=C2)C(=O)O)=O